Tetraisopropyl dichloromethylene diphosphonate CC(C)OP(=O)(C(P(=O)(OC(C)C)OC(C)C)(Cl)Cl)OC(C)C